Glyceryl dioleate CCCCCCCCC=CCCCCCCCC(=O)OCC(COC(=O)CCCCCCCC=CCCCCCCCC)O